C[C@H](C[C@H](C)OC1=CC=C(C=C1C=1C(=C(C=C(C1)C(C)(CC(C)(C)C)C)N1C2=CC=C(C=C2C=2C=C(C=CC12)C(C)(C)C)C(C)(C)C)O)F)OC1=CC=C(C=C1C=1C(=C(C=C(C1)C(C)(CC(C)(C)C)C)N1C2=CC=C(C=C2C=2C=C(C=CC12)C(C)(C)C)C(C)(C)C)O)F 6',6'''-((2R,4S)-pentane-2,4-diylbis(oxy)bis(3-(3,6-di-tert-butyl-9H-carbazol-9-yl)-3'-fluoro-5-(2,4,4-trimethylpentan-2-yl)-[1,1'-biphenyl]-2-ol))